N-(5-(3-(methoxymethyl)phenyl)-1H-indol-3-yl)propionamide COCC=1C=C(C=CC1)C=1C=C2C(=CNC2=CC1)NC(CC)=O